C(#N)C1=C(C=C(C=C1)N1N=C(C=C1)CNC(C1=CC=C(C=C1)C#N)=O)C(F)(F)F N-((1-(4-cyano-3-trifluoromethylphenyl)-1H-pyrazol-3-yl)methyl)-4-cyanobenzamide